bis(acryloyloxyethoxy)bisphenol A C(C=C)(=O)OCCOC=1C(=C(O)C=CC1C(C)(C)C1=CC=C(C=C1)O)OCCOC(C=C)=O